(1S,2S,3S,6R)-4-(fluoromethyl)-6-((4-methoxyphenethyl)amino)cyclohex-4-ene-1,2,3-triol FCC=1[C@@H]([C@@H]([C@H]([C@@H](C1)NCCC1=CC=C(C=C1)OC)O)O)O